O=C1N(C(C=C(N1)C(F)(F)F)=O)C1=CC(=C(C#N)C=C1O)OC1=C(C=CC=C1)C 4-[2,6-Dioxo-4-(trifluoromethyl)-3,6-dihydropyrimidin-1(2H)-yl]-5-hydroxy-2-(2-methylphenoxy)benzonitrile